6,6-difluorobenzylamine FC1(C=CC=CC1CN)F